1-(3,5-dichlorophenyl)-3-(6-nitrobenzo[d]thiazol-2-yl)urea ClC=1C=C(C=C(C1)Cl)NC(=O)NC=1SC2=C(N1)C=CC(=C2)[N+](=O)[O-]